tetrahydropyran-4-carboxylic acid (5-iodo-3-methoxy-pyrazin-2-ylmethyl)-amide IC=1N=C(C(=NC1)CNC(=O)C1CCOCC1)OC